[OH-].[Sn+](=O)=O tin dioxide hydroxide